FCC1(COC1)NS(=O)(=O)C1=CC(=C2C=NNC2=C1)N1CCN(CC1)C(C(C)C)=O N-[3-(fluoromethyl)oxetan-3-yl]-4-[4-(2-methylpropanoyl)piperazin-1-yl]-1H-indazole-6-sulfonamide